N-(tert-butyldimethylsilyl)-5-(2-hydroxy-prop-2-yl)-1-phenyl-1H-pyrazole-3-sulfonamide [Si](C)(C)(C(C)(C)C)NS(=O)(=O)C1=NN(C(=C1)C(C)(C)O)C1=CC=CC=C1